N(=[N+]=[N-])[C@@H]1C[C@H](N(C1)C(=O)OC(C)(C)C)CSC tert-Butyl (2S,4R)-4-azido-2-((methylthio)methyl)pyrrolidine-1-carboxylate